BrCCCOC1=C(CNC(=O)[C@H]2N(C[C@@H](C2)O)C([C@H](C(C)(C)C)NC(=O)C2(CC2)F)=O)C=CC(=C1)C1=C(N=CS1)C (2S,4R)-N-(2-(3-bromopropoxy)-4-(4-methylthiazol-5-yl)benzyl)-1-((S)-2-(1-fluorocyclopropanecarboxamido)-3,3-dimethylbutanoyl)-4-hydroxypyrrolidine-2-carboxamide